FC(C(=O)OCC(C(C)=O)(C)C)(F)F 2,2-Dimethyl-3-oxobutyl 2,2,2-trifluoroacetate